C(C)N1N=CC=C1C(=O)N[C@@H](C)C1=CC=C(C=C1)NC(OCC1=CC=C(C=C1)Cl)=O 4-chlorobenzyl (S)-(4-(1-(1-ethyl-1H-pyrazole-5-carboxamido)eth-yl)phenyl)carbamate